Methyl 5-(4-(N,N-bis(4-methoxybenzyl) sulfamoyl)-3-fluorobenzyl)-1H-pyrrole-2-carboxylate COC1=CC=C(CN(S(=O)(=O)C2=C(C=C(CC3=CC=C(N3)C(=O)OC)C=C2)F)CC2=CC=C(C=C2)OC)C=C1